COC1=C(CCC2=NC=3N(C(N(C(C3N2C)=O)CC#C)=O)CCCCP(OCC)(OCC)=O)C=CC=C1 Diethyl (4-(8-(2-methoxyphenethyl)-7-methyl-2,6-dioxo-1-(prop-2-yn-1-yl)-1,2,6,7-tetrahydro-3H-purin-3-yl)butyl)phosphonate